ClC1=CC=C(C(=O)O)C=C1.CC(C)=NO acetoxime p-chlorobenzoate